tert-butyl 2-chloro-6,8-dihydro-5H-pyrido[3,4-d]pyrimidine-7-carboxylate ClC=1N=CC2=C(N1)CN(CC2)C(=O)OC(C)(C)C